C(C)(=O)ON=C(C)C=1C=CC=2N(C3=CC=C(C=C3C2C1)C(C1=C(C=C(C=C1)OCC1OC(OC1)(C)C)C)=O)CC N-acetyloxy-1-[9-ethyl-6-{2-methyl-4-(3,3-dimethyl-2,4-dioxolanylmethyl-oxy)benzoyl}-9H-carbazol-3-yl]ethane-1-imine